4-[2-[4-[5-isopropyl-3-[4-(trifluoromethoxy)phenyl]pyrazol-1-yl]-1-piperidyl]ethyl]-1,4-thiazinane 1,1-dioxide C(C)(C)C1=CC(=NN1C1CCN(CC1)CCN1CCS(CC1)(=O)=O)C1=CC=C(C=C1)OC(F)(F)F